CN1CCC(CCC1)NNC(=O)OC(C)(C)C Tert-butyl 2-(1-methylazepan-4-yl)hydrazine-1-carboxylate